N-((1s,4s)-4-((2,2-difluoroethyl)amino)cyclohexyl)-2-(1H-imidazol-1-yl)-5H-pyrrolo[3,2-d]pyrimidine-4-carboxamide FC(CNC1CCC(CC1)NC(=O)C=1C2=C(N=C(N1)N1C=NC=C1)C=CN2)F